NC=1C=C(C=CC1)C1=NC=CC=C1CO (2-(3-Aminophenyl)pyridin-3-yl)methanol